2-(4-cyclopropyl-6-methoxy-pyrimidin-5-yl)-4-methylsulfonyl-5,6-dihydrofuro[2,3-d]pyrimidine C1(CC1)C1=NC=NC(=C1C=1N=C(C2=C(N1)OCC2)S(=O)(=O)C)OC